C(C)(=O)O[C@H]1[C@H](O[C@H]([C@@H]([C@H]1OC(C)=O)OC(C)=O)OC1=C(C=C(C=C1)NC(=O)OC(C)(C)C)COS(=O)(=O)C)COC(C)=O (2R,3S,4S,5R,6S)-2-(acetoxymethyl)-6-(4-((tert-butoxycarbonyl)amino)-2-(((methylsulfonyl)oxy)methyl)phenoxy)tetrahydro-2H-pyran-3,4,5-triyl triacetate